C(C)(C)(C)OC(=O)N1CCC2(CN(C2)C2=CC=C3C(=NN(C3=C2)C)N(C(=O)N)CCC(=O)OC)CC1 2-(3-(1-(3-methoxy-3-oxopropyl)ureido)-1-methyl-1H-indazol-6-yl)-2,7-diazaspiro[3.5]nonane-7-carboxylic acid tert-butyl ester